3-((4,4-difluoropiperidin-1-yl)methyl)-5-methylbenzothioamide FC1(CCN(CC1)CC=1C=C(C(N)=S)C=C(C1)C)F